8-cyclopentyl-7-oxo-2-((1-oxo-1,2,3,4-tetrahydroisoquinolin-7-yl)amino)-7,8-dihydropyrido[2,3-d]pyrimidine-6-carbonitrile C1(CCCC1)N1C(C(=CC2=C1N=C(N=C2)NC2=CC=C1CCNC(C1=C2)=O)C#N)=O